1-cyclopropyl-3,4-diphenyl-1H-pyrrole-2,5-dione C1(CC1)N1C(C(=C(C1=O)C1=CC=CC=C1)C1=CC=CC=C1)=O